C(C)(C)(C)C1=CC=C(C=C1)[C@]1([C@](OC(C1)=O)(C#N)C1=CC2=CC=CC=C2C=C1)C (2S,3S)-3-(4-(tert-butyl)phenyl)-3-methyl-2-(naphthalene-2-yl)-5-oxo-tetrahydrofuran-2-carbonitrile